COCCC=1C=CC=2N(C1)N=CC2C(=O)N2[C@@H](C1=C(CC2)NC=N1)C1=NN2C(C(=CC=C2)C)=C1 (S)-(6-(2-methoxyethyl)pyrazolo[1,5-a]pyridin-3-yl)(4-(4-methylpyrazolo[1,5-a]pyridin-2-yl)-6,7-dihydro-1H-imidazo[4,5-c]pyridin-5(4H)-yl)methanone